N1N=CC(=C1)C1=CC=C(C=C1)NC=1C2=C(N=C(N1)C=1C=C3CN(CC3=CC1)C(=O)C1CC(C1)(F)F)C=CO2 (5-(4-((4-(1H-pyrazol-4-yl)phenyl)amino)furo[3,2-d]pyrimidin-2-yl)isoindolin-2-yl)(3,3-difluorocyclobutyl)methanone